C(C1=CC=CC=C1)S(=O)(=O)C=1N=C(OC1C(F)(F)F)C(F)(F)F 4-benzylsulfonyl-2,5-bis(trifluoromethyl)oxazole